1-(3-fluoro-4-nitrophenyl)cyclopropane-1-carboxylic acid methyl ester COC(=O)C1(CC1)C1=CC(=C(C=C1)[N+](=O)[O-])F